imidazo[1,2-a]pyridin-3-yl-(8-methoxy-2-(6-methoxypyridin-3-yl)-2,3-dihydrobenzo[b][1,4]dioxin-6-yl)methanol N=1C=C(N2C1C=CC=C2)C(O)C2=CC1=C(OC(CO1)C=1C=NC(=CC1)OC)C(=C2)OC